C(C=C)C1=CC(=C(OC[C@@H](COCCO)O)C=C1)OC |r| (±)-1-(4-allyl-2-methoxyphenoxy)-3-(2-hydroxyethoxy)propan-2-ol